2-chloro-4-methylamino-5-(trifluoromethyl)pyrimidine ClC1=NC=C(C(=N1)NC)C(F)(F)F